5-(4-(4-(6-aminopyridin-3-yl)-6-morpholino-1,3,5-triazin-2-yl)piperazin-1-yl)-N-hydroxypentanamide NC1=CC=C(C=N1)C1=NC(=NC(=N1)N1CCOCC1)N1CCN(CC1)CCCCC(=O)NO